O([C@H]1[C@H](O)[C@@H](O)[C@H](O)[C@H](O1)CO)C1=C(C=CC(=C1)CO)CC1=CC=C(C=C1)CCO 2-[4-(2-hydroxyethyl)-benzyl]-5-hydroxymethylphenyl β-D-glucopyranoside